2-[1-(pyridin-4-yl)azetidin-3-yl]ethanone N1=CC=C(C=C1)N1CC(C1)CC=O